BrC1=C(C=C(C=C1)[C@H]([C@H](CC=1SC=2C(N1)=C(C=C(C2)OC)C(=O)OCC)OC2CCCC2)O[Si](C)(C)C(C)(C)C)OC ethyl 2-((2S,3R)-3-(4-bromo-3-methoxyphenyl)-3-((tert-butyldimethylsilyl) oxy)-2-(cyclopentyloxy) propyl)-6-methoxybenzo[d]thiazole-4-carboxylate